methyl 2-(3,5-difluorophenyl)-1,3-oxazole-4-carboxylate FC=1C=C(C=C(C1)F)C=1OC=C(N1)C(=O)OC